NC(CC(=O)O)C(NC(C(=O)OCC)CCCC)=O 3-Amino-3-[(1-ethoxy-1-oxohexan-2-yl)carbamoyl]propanoic acid